1,3-dimethyl-5-(1-methyl-7-(1-methyl-1H-pyrazol-4-yl)-2,3-dihydropyrido[3,4-b]pyrazin-4(1H)-yl)-2-oxo-1,2-dihydroquinolin-7-yl triflate O(S(=O)(=O)C(F)(F)F)C1=CC(=C2C=C(C(N(C2=C1)C)=O)C)N1C2=C(N(CC1)C)C=C(N=C2)C=2C=NN(C2)C